3-(5-(4-oxopiperidin-1-yl)pyridin-2-yl)piperidine-2,6-dione O=C1CCN(CC1)C=1C=CC(=NC1)C1C(NC(CC1)=O)=O